(4-((7-methoxy-2-methyl-3-oxo-3,4-dihydroquinoxalin-6-yl)methyl)piperazin-1-yl)-N,6-dimethylpyridinecarboxamide COC1=C(C=C2NC(C(=NC2=C1)C)=O)CN1CCN(CC1)C=1C(=NC(=CC1)C)C(=O)NC